5-[4-amino-5-(trifluoromethyl)pyrrolo[2,1-f][1,2,4]triazin-7-yl]-N-[(3R,4S)-4-fluoro-1-[1-(2-hydroxyphenyl)ethyl]pyrrolidin-3-yl]-2-methoxypyridine-3-carboxamide NC1=NC=NN2C1=C(C=C2C=2C=C(C(=NC2)OC)C(=O)N[C@@H]2CN(C[C@@H]2F)C(C)C2=C(C=CC=C2)O)C(F)(F)F